N(=C=O)C(N=C=O)C12CCC(CC1)C2 diisocyanatomethyl-Norbornane